FC1=CC=C(C=C1)C1=C(CCC(C1)(C)C)CN1[C@@H]2CN([C@H](C1)C2)CC=2C=C1CN(C(C1=CC2)=O)C2C(NC(CC2)=O)=O 3-(5-(((1S,4S)-5-((4'-fluoro-5,5-dimethyl-3,4,5,6-tetrahydro-[1,1'-biphenyl]-2-yl)methyl)-2,5-diazabicyclo[2.2.1]heptan-2-yl)methyl)-1-oxoisoindolin-2-yl)piperidine-2,6-dione